C(C)(C)C1=C(C=CC=C1)C=1N=CC2=C(N1)C(=CN2C)OC2=CC=C(C=C2)C=2N(C=C(N2)C(F)(F)F)C 2-(2-isopropylphenyl)-5-methyl-7-(4-(1-methyl-4-(trifluoromethyl)-1H-imidazol-2-yl)phenoxy)-5H-pyrrolo[3,2-d]pyrimidine